benzo[b]thiophen-6-ol S1C2=C(C=C1)C=CC(=C2)O